methyl 2-(5-fluoro-2-(1-(2-fluorobenzyl)-5-(isoxazol-3-yl)-1H-pyrazol-3-yl)pyrimidin-4-yl)-1,2,3,4-tetrahydroisoquinoline-8-carboxylate FC=1C(=NC(=NC1)C1=NN(C(=C1)C1=NOC=C1)CC1=C(C=CC=C1)F)N1CC2=C(C=CC=C2CC1)C(=O)OC